(4Z)-4-(1,3-benzothiazol-6-ylmethylene)-2-(indan-5-ylamino)-1H-imidazol-5-one S1C=NC2=C1C=C(C=C2)\C=C\2/N=C(NC2=O)NC=2C=C1CCCC1=CC2